NC1(CCN(CC1)CC1CC1)C(=O)N[C@@H](C)C1=CC=C(C(=O)OC)C=C1 Methyl 4-[(1S)-1-[[4-amino-1-(cyclopropylmethyl)piperidine-4-carbonyl]amino]ethyl]benzoate